N-[1-(4-fluorophenyl)propan-2-yl]-6-methyl-4-[(1-methylcyclopropyl)amino]furo[2,3-d]pyrimidine-5-carboxamide FC1=CC=C(C=C1)CC(C)NC(=O)C1=C(OC=2N=CN=C(C21)NC2(CC2)C)C